ClC=1C(NN=CC1N1C[C@@H](CC1)OC1=NC(=CC(=C1)C=1C(=NN(C1C)CC1(CNC1)F)C)F)=O (R)-4-chloro-5-(3-((6-fluoro-4-(1-((3-fluoroazetidin-3-yl)methyl)-3,5-dimethyl-1H-pyrazol-4-yl)pyridin-2-yl)oxy)pyrrolidin-1-yl)pyridazin-3(2H)-one